(1S)-1'-[1-(3-methoxyphenyl)-1H-pyrazole-3-carbonyl]-1,3-dihydrospiro[indene-2,4'-piperidin]-1-amine COC=1C=C(C=CC1)N1N=C(C=C1)C(=O)N1CCC2(CC1)[C@@H](C1=CC=CC=C1C2)N